O1CC[C@@H](C2=CC=CC=C12)NC(=O)C=1C=NC2=C(N=CC=C2C1N(C)C)C1=C(C(=CC=C1F)N(C)C)F N-[(4S)-chroman-4-yl]-4-(dimethylamino)-8-[3-(dimethylamino)-2,6-difluoro-phenyl]-1,7-naphthyridine-3-carboxamide